N(=[N+]=[N-])[C@H]1[C@H](N(CC1)C1=NC(=CC(=C1C#N)C(F)(F)F)C)C(=O)NC1=NC=C(C=C1)F (2S,3R)-3-azido-1-(3-cyano-6-methyl-4-(trifluoromethyl)pyridin-2-yl)-N-(5-fluoropyridin-2-yl)pyrrolidine-2-carboxamide